3-fluoro-N-(1H-indazol-4-ylmethyl)-4-methylbenzamide FC=1C=C(C(=O)NCC2=C3C=NNC3=CC=C2)C=CC1C